1-[(6-{3-azabicyclo[3.1.0]hex-3-yl}-2-(1-hydroxyethyl)pyridin-3-yl)methyl]-1H-pyrazole-4-carboxylic acid ethyl ester C(C)OC(=O)C=1C=NN(C1)CC=1C(=NC(=CC1)N1CC2CC2C1)C(C)O